(S)-4-amino-7-chloro-N-(6-(1,1-difluoroethyl)-2,3-dihydrobenzofuran-3-yl)-N-methylimidazo[1,5-a]quinoxaline-8-carboxamide NC=1C=2N(C3=CC(=C(C=C3N1)Cl)C(=O)N(C)[C@@H]1COC3=C1C=CC(=C3)C(C)(F)F)C=NC2